[Ru].ClC1=C(C(=NC=C1)C1=NC=CC=C1)Cl dichlorobipyridine ruthenium